ClC=1C=C(C=CC1)C#CCO 3-(3-chlorophenyl)prop-2-yn-1-ol